NC1=CC=C(CC2=NNC(=C2)NC2=NC=C(C(=N2)C2=CN(C3=CC=CC=C23)S(=O)(=O)C2=CC=CC=C2)Cl)C=C1 N-(3-(4-aminobenzyl)-1H-pyrazol-5-yl)-5-chloro-4-(1-(benzenesulfonyl)-1H-indol-3-yl)pyrimidin-2-amine